(S)-quinuclidin-3-yl (6-(3-fluoro-4-methoxyphenyl)-2,2-dimethyl-1,2,3,4-tetrahydronaphthalen-1-yl)carbamate FC=1C=C(C=CC1OC)C=1C=C2CCC(C(C2=CC1)NC(O[C@@H]1CN2CCC1CC2)=O)(C)C